N1=CC(=CC2=CC=CN=C12)C1=C(C(=CC=C1)N)N (1,8-naphthyridin-3-yl)benzene-1,2-diamine